(2S,5R)-2,5-dimethyl-4-(1-(3-methylquinoxalin-6-yl)ethyl)piperazine Tert-butyl-2-(chloromethyl)-1-(1,3-oxazol-2-ylmethyl)-1H-benzimidazole-6-carboxylate C(C)(C)(C)OC(=O)C=1C=CC2=C(N(C(=N2)CCl)CC=2OC=CN2)C1.C[C@@H]1NC[C@H](N(C1)C(C)C=1C=C2N=C(C=NC2=CC1)C)C